O[C@H]1CC[C@@H]2C(C[C@H]3[C@@H]4CC[C@H]([C@@H](C[C@H](C)CC)C)[C@]4(CC[C@@H]3[C@]2(C1)C)C)=O (23R)-2a-hydroxy-23-ethyl-5a-cholan-6-one